FC(C)(F)C1=C(C=CC=C1)C1=C(C=CC(=C1)F)OC=1C(=NC=NC1)N1CC2(CCN(C2)CC2=CC3=C(NC(N3)=O)C=C2)CC1 5-((7-(5-((2'-(1,1-difluoroethyl)-5-fluoro-[1,1'-biphenyl]-2-yl)oxy)pyrimidin-4-yl)-2,7-diazaspiro[4.4]nonan-2-yl)methyl)-1,3-dihydro-2H-benzo[d]imidazol-2-one